2,2,6,6-tetramethyl-heptane-3,5-dionate CC(C(=O)[O-])(C(CC(C(C)(C)C)=O)=O)C